C(C)(C)(C)OC(=O)N1CC2=CC(=CC(=C2CC1)OC)F 7-fluoro-5-methoxy-3,4-dihydro-1H-isoquinoline-2-carboxylic acid tert-butyl ester